C(C)C(C(O)C(C)C)CO 2-ethyl-isopropyl-1,3-propanediol